COC(CN1C=NC=2N(C(N(C)C(C12)=O)=O)C)OC 7-(2,2-dimethoxyethyl)theophylline